2-(tert-butyl)-4-methylbenzopyranium perchlorate Cl(=O)(=O)(=O)[O-].C(C)(C)(C)C1=[O+]C2=C(C(=C1)C)C=CC=C2